(S)-3-(2-chlorophenyl)-N-(6-cyano-1-(1-methylcyclobutyl)-1H-benzo[d]imidazol-2-yl)-3-hydroxybutanamide ClC1=C(C=CC=C1)[C@@](CC(=O)NC1=NC2=C(N1C1(CCC1)C)C=C(C=C2)C#N)(C)O